ClC1=CC(N(C=C1)C(C)C=1SC(=NN1)C=1C=NC=C(C1)N(C)C)=O 4-chloro-1-(1-(5-(5-(dimethylamino)pyridin-3-yl)-1,3,4-thiadiazol-2-yl)ethyl)pyridin-2(1H)-one